(S)-N-(1-benzyl-3-(4-chlorophenyl)pyrrolidin-3-yl)-4-(4-(trifluoromethyl)phenoxy)benzenesulfonamide C(C1=CC=CC=C1)N1C[C@](CC1)(C1=CC=C(C=C1)Cl)NS(=O)(=O)C1=CC=C(C=C1)OC1=CC=C(C=C1)C(F)(F)F